(((5R,7R)-3-(2-ethoxyphenyl)-8,8-difluoro-2-oxo-1-oxa-3-azaspiro[4.5]decan-7-yl)methyl)-1H-benzo[d]imidazole-6-carbonitrile C(C)OC1=C(C=CC=C1)N1C(O[C@@]2(C1)C[C@@H](C(CC2)(F)F)CN2C=NC1=C2C=C(C=C1)C#N)=O